C(=O)O.N1(CCCC1)CCCOC=1C=CC=2C3=C(C(=NC2C1)N)CCC3 7-[3-(pyrrolidin-1-yl)propoxy]-1H,2H,3H-cyclopenta[c]quinolin-4-amine formate